OC=1C=C(C(C(=O)O)=CC1[N+](=O)[O-])C(=O)O 4-hydroxy-5-nitro-phthalic acid